ClC=1C(=NC(=NC1)NC1CCOCC1)C1=CC=C2CN(C(C2=C1)=O)CC(=O)N1C(C2=CC=CC=C2CC1)(C)C 6-{5-chloro-2-[(oxacyclohex-4-yl)amino]pyrimidin-4-yl}-2-[2-(1,1-dimethyl-1,2,3,4-tetrahydroisoquinolin-2-yl)-2-oxoethyl]-2,3-dihydro-1H-isoindol-1-one